C[C@@H]1CCN2C(O1)=C(C(=N2)C=2C=NC(=CC2)C(C)C)C(=O)OCC Ethyl (5R)-5-methyl-2-(6-propan-2-ylpyridin-3-yl)-6,7-dihydro-5H-pyrazolo[5,1-b][1,3]oxazine-3-carboxylate